3-((4-(4-((6-(2-aminoethyl)pyridin-3-yl)methyl)piperazin-1-yl)-3,5-difluorophenyl)amino)piperidine-2,6-dione hydrochloride Cl.NCCC1=CC=C(C=N1)CN1CCN(CC1)C1=C(C=C(C=C1F)NC1C(NC(CC1)=O)=O)F